Boc-amide C(=O)(OC(C)(C)C)[NH-]